7-((2S,4R)-4-Amino-2-phenylpiperidine-1-carbonyl)-7-azaspiro[4.5]decan N[C@H]1C[C@H](N(CC1)C(=O)N1CC2(CCCC2)CCC1)C1=CC=CC=C1